C(C)OC(=O)C=1NC=C(C1C1=CC=CC=C1)C=1C=NC=CC1 3-Phenyl-4-(pyridin-3-yl)-1H-pyrrole-2-carboxylic acid ethyl ester